C(CNC1=C(C(=C(C(=O)N)C=C1F)OC)[N+](=O)[O-])NC1=C(C(=C(C(=O)N)C=C1F)OC)[N+](=O)[O-] 4,4'-(Ethane-1,2-diylbis(azanediyl))bis(5-fluoro-2-methoxy-3-nitrobenzamide)